1-(2,6-difluorobenzyl)-5-((dimethylamino)methyl)-6-(4-nitrophenyl)-3-(tetrahydro-2H-pyran-4-yl)thieno[2,3-d]pyrimidine-2,4(1H,3H)-dione FC1=C(CN2C(N(C(C3=C2SC(=C3CN(C)C)C3=CC=C(C=C3)[N+](=O)[O-])=O)C3CCOCC3)=O)C(=CC=C1)F